N-(8-(1-methyl-2-carbonyl-1,4-dihydro-2H-benzo[d][1,3]oxazin-6-yl)-3,4-dihydro-2H-pyrano[3,2-c]pyridin-4-yl)propanamide CN1C(OCC2=C1C=CC(=C2)C=2C1=C(C=NC2)C(CCO1)NC(CC)=O)=C=O